3-(5-((3-azabicyclo[3.1.1]heptan-1-yl)methoxy)-1-oxoisoindolin-2-yl)piperidine-2,6-dione C12(CNCC(C1)C2)COC=2C=C1CN(C(C1=CC2)=O)C2C(NC(CC2)=O)=O